(R)-N-(6-chloro-8-methylisoquinolin-1-yl)-2-fluoro-4-(5-(methoxymethyl)-1-methyl-1H-1,2,3-triazol-4-yl)-N-(piperidin-3-yl)benzamide ClC=1C=C2C=CN=C(C2=C(C1)C)N(C(C1=C(C=C(C=C1)C=1N=NN(C1COC)C)F)=O)[C@H]1CNCCC1